Bromomethyl ether BrCOCBr